C(C)(C)(C)OC(=O)NCCC1=NC(=NC=C1C(=O)OCC)SC ethyl 4-(2-((tert-butoxycarbonyl)amino)ethyl)-2-(methylthio)pyrimidine-5-carboxylate